Methyl 4,4-diethoxy-2-(naphthalen-2-yl)butanoate C(C)OC(CC(C(=O)OC)C1=CC2=CC=CC=C2C=C1)OCC